BrC=1C(=NC(=CC1)OC)CC(CC(C)C)NS(=O)C(C)(C)C N-(1-(3-bromo-6-methoxypyridin-2-yl)-4-methylpent-2-yl)-2-methylpropan-2-sulfinamide